N-((5-(5-(difluoromethyl)-1,3,4-oxadiazol-2-yl)thiazol-2-yl)methyl)-N-(1-methyl-1H-pyrazol-4-yl)ethanesulfonamide FC(C1=NN=C(O1)C1=CN=C(S1)CN(S(=O)(=O)CC)C=1C=NN(C1)C)F